Bis(4-methyl-3-(2-(trimethylsilyl)phenoxy)phenyl)diphenylsilane CC1=C(C=C(C=C1)[Si](C1=CC=CC=C1)(C1=CC=CC=C1)C1=CC(=C(C=C1)C)OC1=C(C=CC=C1)[Si](C)(C)C)OC1=C(C=CC=C1)[Si](C)(C)C